ClC=1C(=NC(=NC1)N[C@H]1CN(CC1)C(=O)C1=CC=C(C=C1)NC(C=C)=O)N(C)C (R)-N-(4-(3-((5-chloro-4-(dimethylamino)pyrimidin-2-yl)amino)pyrrolidine-1-carbonyl)phenyl)acrylamide